2-{[(5-Methoxy-3-methylimidazol-4-yl)methyl]sulfanyl}-3H,5H,6H,7H-cyclopenta[d]pyrimidin-4-one COC1=C(N(C=N1)C)CSC=1NC(C2=C(N1)CCC2)=O